NC(C(CO[Si](C)(C)C(C)(C)C)(C)N1C(=CC2=CC=C(C=C12)OCC1=CC=CC=C1)C)=O N-(1-amino-3-((tert-butyldimethylsilyl)oxy)-2-methyl-1-oxopropan-2-yl)-6-(benzyloxy)-2-methylindole